C(CC)N1CC(CC1)NS(=O)=O N-(1-propylpyrrolidin-3-yl)sulfonamide